(5-bromopyrimidin-2-yl)[(4-fluorophenyl)cyclobutyl]amine BrC=1C=NC(=NC1)NC1(CCC1)C1=CC=C(C=C1)F